CC[C@@H](/C=C/C=C\\C/C=C\\C/C=C\\C=C\\[C@H](CCCC(=O)[O-])O)O The molecule is an icosanoid anion that is the conjugate base of (18S)-resolvin E2, obtained by deprotonation of the carboxy group; major species at pH 7.3. It is an icosanoid anion, a hydroxy fatty acid anion, a polyunsaturated fatty acid anion and a long-chain fatty acid anion. It is a conjugate base of a (18S)-resolvin E2.